C(C)(C)(C)[S@@](=O)N R-tertiary butyl-sulfinamide